CC1(N(CC1)CC(=O)NC=1C=C(C(=NC1)C)NC(=O)C=1C=C2C(=NC1)NC(=C2)C=2C=NN(C2)C)C N-(5-(2-(2,2-dimethylazetidin-1-yl)acetamido)-2-methylpyridin-3-yl)-2-(1-methyl-1H-pyrazol-4-yl)-1H-pyrrolo[2,3-b]pyridine-5-carboxamide